(3S)-3-pyrazin-2-ylisoxazolidine N1=C(C=NC=C1)[C@H]1NOCC1